CC1(OC2(CN(C2)C2=CC=CC(=N2)C2=NC3=CC(=NC=C3C=C2)CNC(C2=CC(=C(C=C2)C)S(=O)(=O)C)=O)CNC1)C N-((2-(6-(6,6-dimethyl-5-oxa-2,8-diazaspiro[3.5]nonan-2-yl)pyridin-2-yl)-1,6-naphthyridin-7-yl)methyl)-4-methyl-3-(methylsulfonyl)benzamide